ClC1=C(C=CC(=C1)C(F)(F)F)NC(=O)C1(CCC1)N1N=CC(=C1)C1CCN(CC1)C1CN(C1)C(=O)OC(C)(C)C tert-butyl 3-(4-(1-(1-((2-chloro-4-(trifluoromethyl)phenyl)carbamoyl)cyclobutyl)-1H-pyrazol-4-yl)piperidin-1-yl)azetidine-1-carboxylate